CC(CC)(C)Cl dimethyl-propyl chloride